Tert-butyl 5-[[4-[[2-[[N-[2-(tert-butoxycarbonylamino)ethyl]carbamimidoyl]amino]acetyl]amino]-3-fluoro-phenyl]sulfonyl-[(4-methoxyphenyl)methyl]amino]thiazole-4-carboxylate C(C)(C)(C)OC(=O)NCCNC(=N)NCC(=O)NC1=C(C=C(C=C1)S(=O)(=O)N(C1=C(N=CS1)C(=O)OC(C)(C)C)CC1=CC=C(C=C1)OC)F